C1CC12NCCC(C2)N2N=CC1=C(C2=O)C=CC(=N1)C1=NN2C(C(=NC(=C2)C)C)=C1 6-(4-azaspiro[2.5]octan-7-yl)-2-(4,6-dimethylpyrazolo[1,5-a]pyrazin-2-yl)pyrido[2,3-d]pyridazin-5-one